The molecule is a bicyclic sesquiterpenoid that is 2,3,5,6,7,8,9,9a-octahydro-1H-cyclopenta[8]annulen-6-ol carrying four additional methyl substiuents at positions 1, 4, 8 and 8. It has a role as a bacterial metabolite. It is a sesquiterpenoid, a carbobicyclic compound, a secondary alcohol and a homoallylic alcohol. C[C@@H]1CC/C/2=C(/C[C@@H](CC(C[C@@H]12)(C)C)O)\\C